ClC1=C(C=CC=C1Cl)S(=O)(=O)NC1=CC=C2C(C(N(C2=C1)CCO)=O)(C)C 2,3-dichloro-N-[1-(2-hydroxyethyl)-3,3-dimethyl-2-oxo-indol-6-yl]benzenesulfonamide